amino-caproic acid NC(C(=O)O)CCCC